1-Methyl-3-oxo-2,3,5,6,7,8-hexahydro-isoquinoline-4-carbonitrile CC=1NC(C(=C2CCCCC12)C#N)=O